1'-[1,4-phenylenebis(methylene)]bis[1,4,8,11-tetraazacyclotetradecane] C1(=CC=C(C=C1)CN1CCNCCCNCCNCCC1)CN1CCNCCCNCCNCCC1